methoxy-4-(piperidin-4-yloxy)quinoline hydrochloride Cl.COC1=NC2=CC=CC=C2C(=C1)OC1CCNCC1